C1(CC1)C1=NN(C=C1C1=CC=C2C(=N1)C=NN2C(C)C)[C@@H]2C[C@H](C2)CNC=2C=C1C(N(C(C1=CC2)=O)C2C(NC(CC2)=O)=O)=O 5-(((Trans-3-(3-cyclopropyl-4-(1-isopropyl-1H-pyrazolo[4,3-b]pyridin-5-yl)-1H-pyrazol-1-yl)cyclobutyl)methyl)amino)-2-(2,6-dioxopiperidin-3-yl)isoindoline-1,3-dione